ClC=1C=C(C=CC1)C(CO)NC(=O)NC=1C=NN(C1)C1=NC(=NC=C1)NC1CC1 1-(1-(3-chlorophenyl)-2-hydroxy-ethyl)-3-(1-(2-(cyclopropylamino)pyrimidin-4-yl)-1H-pyrazol-4-yl)urea